C(=O)(O)[C@H](CC(=O)C1=CC2=C(S1)C=C(C(=C2)OCCCOC2=C(C(=C1CN(CC1=C2)C(C[C@@H](C(=O)O)C)=O)Cl)OC)OC)C (S)-4-(6-(3-((2-((S)-3-carboxybutanoyl)-6-methoxybenzo[b]thiophen-5-yl)oxy)propoxy)-4-chloro-5-methoxy-isoindolin-2-yl)-2-methyl-4-oxobutanoic acid